Z-1,1,1,4,4,4-hexafluoro-2,3-dichlorobutene FC(/C(=C(\C(F)(F)F)/Cl)/Cl)(F)F